C1(=CC=CC=C1)C1(CNCCC1)NS(=O)(=O)C1=CC=C(C=C1)OC(F)(F)F N-(3-phenyl-3-piperidyl)-4-(trifluoromethoxy)benzenesulfonamide